2-[4-[[(3R)-1-Ethyl-3-piperidyl]amino]-1-methyl-pyrazolo[3,4-d]pyridazin-7-yl]-3-fluoro-5-(trifluoromethyl)phenol C(C)N1C[C@@H](CCC1)NC1=C2C(=C(N=N1)C1=C(C=C(C=C1F)C(F)(F)F)O)N(N=C2)C